BrC1=C(C(=CC(=C1)F)Cl)F 1-bromo-3-chloro-2,5-difluorobenzene